C(C)OCCOCCOC1=NC(=C2C(=N1)N(N=C2)C2=CC=CC=C2)NC(=O)C=2SC(=CC2)[N+](=O)[O-] N-(6-(2-(2-ethoxyethoxy)ethoxy)-1-phenyl-1H-pyrazolo[3,4-d]pyrimidin-4-yl)-5-nitrothiophene-2-carboxamide